C1(CCC1)NS(=O)(=O)CCCC(=O)O 4-(N-cyclobutylsulfamoyl)butyric acid